5-((5-chloro-3-(2,2-difluoroethoxy)pyridin-2-yl)oxy)-3,6-dimethyl-N-(4-methyl-1,1-dioxidotetrahydro-2H-thiopyran-4-yl)-3H-imidazo[4,5-b]pyridine-2-carboxamide ClC=1C=C(C(=NC1)OC1=C(C=C2C(=N1)N(C(=N2)C(=O)NC2(CCS(CC2)(=O)=O)C)C)C)OCC(F)F